C1(=CC=CC=C1)/C=C/COC(C)=O acetic acid (E)-3-phenyl-2-propenyl ester